FC1=CC=C(C=C1)SN1C=C(C2=CC=CC=C12)N(C)C 1-((4-fluorophenyl)thio)-N,N-dimethylindol-3-amine